epoxyvinyl-nonylphenol C(=C)C=1C(=C2C(=C(C1)O)O2)CCCCCCCCC